trihydroxymethylpropane Tris(3-mercaptoacrylate) SC=CC(=O)O.SC=CC(=O)O.SC=CC(=O)O.OC(O)(O)CCC